2-methyl-[1,3,2]dioxasilinan C[SiH]1OCCCO1